C[C@H]1[C@@H](C[C@H]([C@@H](O1)O[C@H](C)CCCCCCCCCCCCCCCC(=O)O)O)O The molecule is an (omega-1)-hydroxy fatty acid ascaroside obtained by formal condensation of the alcoholic hydroxy group of (17R)-17-hydroxystearic acid with ascarylopyranose (the alpha anomer). It is a metabolite of the nematode Caenorhabditis elegans. It has a role as a Caenorhabditis elegans metabolite. It is a monocarboxylic acid and an (omega-1)-hydroxy fatty acid ascaroside. It derives from a (R)-17-hydroxyoctadecanoic acid. It is a conjugate acid of an ascr#32(1-).